Glyceryl-Oleate C(C(O)CO)OC(CCCCCCC\C=C/CCCCCCCC)=O